methyl 3-oxo-3,4-dihydro-2H-thieno[3,2-b][1,4]thiazine-6-carboxylate O=C1NC2=C(SC1)C=C(S2)C(=O)OC